C(C)(C)(C)OC(N(C)CCCCCCCCNC(C1=CC(=CC=C1)C=1C=CC2=C(N=C(N=C2N2[C@@H](COCC2)C)N2[C@@H](COCC2)C)N1)=O)=O tert-butyl-N-[8-[[3-[2,4-bis[(3R)-3-methylmorpholin-4-yl]pyrido[2,3-d]pyrimidin-7-yl]-benzoyl]amino]octyl]-N-methyl-carbamate